CC(CO)CCC 2-methyl-1-Pentanol